C([C@H](O)C)(=O)[O-] D(-)-lactate